BrC=1C=C2CCN=CC2=C(C1)F 6-bromo-8-fluoro-3,4-dihydroisoquinoline